5-ethyl-1H-1,2,4-triazol C(C)C1=NC=NN1